O=C1NC(CCC1N1C(C2=CC=CC(=C2C1=O)CC12C(CC(C=C1)C2=O)C(=O)N)=O)=O ((2-(2,6-dioxopiperidin-3-yl)-1,3-dioxoisoindolin-4-yl)methyl)-7-oxobicyclo[2.2.1]hept-5-ene-2-carboxamide